C1(=CC=CC=C1)C1=NN(C=C1)C=1C2=C(N=C(N1)N1CCOCC1)N(CC2)C2=CC=NC=C2 4-(4-(3-phenyl-1H-pyrazol-1-yl)-7-(pyridin-4-yl)-6,7-dihydro-5H-pyrrolo[2,3-d]pyrimidin-2-yl)morpholine